4-((4-amino-2-bromo-5,6-difluoro-3-iodophenyl)thio)picolinonitrile NC1=C(C(=C(C(=C1F)F)SC1=CC(=NC=C1)C#N)Br)I